(S)-2-((((9H-fluoren-9-yl)methoxy)carbonyl)amino)-3-(1-(tert-butoxycarbonyl)-7-(6-(tert-butoxycarbonyl)pyridazin-3-yl)-1H-indol-3-yl)propanoic acid C1=CC=CC=2C3=CC=CC=C3C(C12)COC(=O)N[C@H](C(=O)O)CC1=CN(C2=C(C=CC=C12)C=1N=NC(=CC1)C(=O)OC(C)(C)C)C(=O)OC(C)(C)C